ClC1=CC=C(S1)N1C(=NN=C1C1=NC=C(C=C1)OCC)C1CC(C1)NC(=O)C1=NC=CC=C1 N-((1r,3r)-3-(4-(5-chlorothien-2-yl)-5-(5-ethoxypyridin-2-yl)-4H-1,2,4-triazol-3-yl)cyclobutyl)pyridineamide